ClC1=C2C=C(N(C2=C(C=C1)F)CCNC1=CC(=NC=N1)C1=CC(=C(C(=O)O)C=C1)C)C 4-{6-[2-(4-Chloro-7-fluoro-2-methyl-indol-1-yl)-ethylamino]-pyrimidin-4-yl}-2-methylbenzoic acid